D-N-methyl-glutamic acid CN[C@H](CCC(=O)O)C(=O)O